COCN1C=2C=CC=CC2C=2C=C3C(=CC12)C(C3)C#N 4-(methoxymethyl)-2,4-dihydro-1H-cyclobuta[b]carbazol-2-carbonitrile